pyridin-2-yl(pyridin-4-yl)methanone N1=C(C=CC=C1)C(=O)C1=CC=NC=C1